C(C)(C)(C)OC(=O)N[C@@H]1CC[C@H](CC1)C(=O)O trans-4-(t-butoxycarbonylamino)cyclohexylcarboxylic acid